ON1C(CC(CC1(C)C)OC(C1=CC=CC=C1)=O)(C)C 1-hydroxy-2,2,6,6-tetramethyl-4-benzoyloxypiperidine